5-{2-[2-(4-Ethoxychinolin-8-sulfonamido)phenyl]ethynyl}pyridin C(C)OC1=CC=NC2=C(C=CC=C12)S(=O)(=O)NC1=C(C=CC=C1)C#CC=1C=CC=NC1